FC=1C=C(C=C(C1F)F)C=1N=NN(C1)[C@@H]1[C@H]([C@@H](SC=2N=NC(=C(C2)O)C#N)O[C@@H]([C@@H]1O)CO)O 5-Hydroxy-6-cyano-pyridazin-3-yl 3-deoxy-3-[4-(3,4,5-trifluorophenyl)-1H-1,2,3-triazol-1-yl]-1-thio-α-D-galactopyranoside